4-amino-3-(2-hydroxyethyl)benzonitrile NC1=C(C=C(C#N)C=C1)CCO